C[N+](C)(CC=C)CC=C N,N-dimethyldiallylammonium